CC(CN1N=CC(=C1)I)(C)C 1-(2,2-dimethylpropyl)-4-iodo-pyrazole